1-[4-[(1R,2S)-6-hydroxy-2-indan-4-yl-tetralin-1-yl]phenyl]piperidine-4-carbaldehyde OC=1C=C2CC[C@@H]([C@@H](C2=CC1)C1=CC=C(C=C1)N1CCC(CC1)C=O)C1=C2CCCC2=CC=C1